C(N)(=O)C([N+](=O)[O-])C#N carbamoyl-cyano(nitro)methane